(m-dicarboxyphenoxy)cobalt C(=O)(O)C1(O[Co])CC(=CC=C1)C(=O)O